(R,E)-N-(4-(azetidin-3-ylsulfonyl)but-3-en-2-yl)-1-((5-bromo-2'-chloro-[1,1'-biphenyl]-2-yl)sulfonyl)-4-fluoropiperidine-4-carboxamide N1CC(C1)S(=O)(=O)/C=C/[C@@H](C)NC(=O)C1(CCN(CC1)S(=O)(=O)C1=C(C=C(C=C1)Br)C1=C(C=CC=C1)Cl)F